C(C)(C)(C)OC(=O)N1CC(C1)(C)[C@@](C1=CC=C(C=C1)OC(F)(F)F)(O)C1=CC(=CC=C1)C=O (S)-3-[(3-Formyl-phenyl)-hydroxy-(4-trifluoromethoxy-phenyl)-methyl]-3-methyl-azetidine-1-carboxylic acid tert-butyl ester